C(C)(C)NC1=NC(=CC2=C1N=C(N=C2)NCC2CCN(CC2)S(=O)(=O)C)[C@@H](C)O (R)-1-(8-(isopropylamino)-2-(((1-(methylsulfonyl)piperidin-4-yl)methyl)amino)pyrido[3,4-d]pyrimidin-6-yl)ethan-1-ol